(2S,4R)-1-(2-methylbenzofuro[3,2-d]pyrimidin-4-yl)-4-(2-oxo-2-((5-phenylpyridin-2-yl)amino)ethyl)pyrrolidine CC=1N=C(C2=C(N1)C1=C(O2)C=CC=C1)N1CC[C@@H](C1)CC(NC1=NC=C(C=C1)C1=CC=CC=C1)=O